ClC=1C=C(C=C(C1)C(F)(F)F)C=1C=NC=C(C1N1CC(C1)CN)C1=NC2=C(N1)C=C(C=C2F)F 1-(1-{3-[3-chloro-5-(trifluoromethyl)phenyl]-5-(4,6-difluoro-1H-1,3-benzodiazol-2-yl)pyridin-4-yl}azetidin-3-yl)methanamine